FC1=C(C(=O)OC)C=CC(=C1)OC[C@H](CN1N=CN=N1)O (S)-Methyl 2-fluoro-4-(2-hydroxy-3-(2H-tetrazol-2-yl)propoxy)benzoate